COC(=O)C12C3C4C5(C3C1C5C24)CO 4-(hydroxymethyl)cubane-1-carboxylic acid methyl ester